6-(difluoromethyl)-5-fluoro-1H-indole-2-carboxylic acid FC(C1=C(C=C2C=C(NC2=C1)C(=O)O)F)F